C1(=C(C=CC=C1)NC(=O)N1C=NC2=C1C=CC=C2)C N-(o-tolylcarbamoyl)benzimidazole